BrC1=CC=C(C=N1)CN1C(C=CC=C1)=NC(C(F)(F)F)=O N-[1-[(6-bromo-3-pyridyl)methyl]-2-pyridinylidene]-2,2,2-trifluoroacetamide